C(C)N(CCCNC(=O)C1=C(NC(=C1C)\C=C\1/C(NC2=CC=C(C=C12)F)=O)C)CC (Z)-N-(3-(Diethylamino)propyl)-5-((5-fluoro-2-oxoindolin-3-ylidene)methyl)-2,4-dimethyl-1H-pyrrole-3-carboxamide